ClC1=C(CC2NCCCCC2)C=CC=C1 2-(2-chlorobenzyl)-azepane